CC=1C(CC(C1C)C)OC(CI)OC iodoacetaldehyde methyl 2,3,4-trimethyl-2-cyclopentenyl acetal